ClC1=C(C(=CC(=N1)NC(N(CC1=NNC(=C1)C(F)(F)F)C=1C=NC(=NC1)OC)=O)F)F (6-Chloro-4,5-difluoropyridin-2-yl)-1-(2-methoxypyrimidin-5-yl)-1-((5-(trifluoromethyl)-1H-pyrazol-3-yl)methyl)urea